dihydro-2H-pyrrolo[3,2-c]pyridazine-7-carbonitrile N1NCC=C2C1=C(C=N2)C#N